CC=1C=CC=C2C(=CNC12)CCNCC.[Sn] Tin 7-methyl-3-(ethylaminoethyl)-indole